tert-Butyl 3-[4-(2-aminoethyl)-2,5-difluorophenyl]-3,8-diazabicyclo[3.2.1]octane-8-carboxylate NCCC1=CC(=C(C=C1F)N1CC2CCC(C1)N2C(=O)OC(C)(C)C)F